tetradecyldimethylbenzyl-ammonium chloride hydrate O.[Cl-].C(CCCCCCCCCCCCC)[N+](CC1=CC=CC=C1)(C)C